methyl 3-cyclopropyl-4-(prop-2-yn-1-ylamino)benzoate C1(CC1)C=1C=C(C(=O)OC)C=CC1NCC#C